phenylhexanedicarboxylic acid C1(=CC=CC=C1)C(CCCCC)(C(=O)O)C(=O)O